C(C)(C)(C)N(C(CN1C(C2=CC(=CC=C2C1)C1=NC(=NC=C1C)NC1CCOCC1)=O)=O)C N-tert-butyl-N-methyl-2-(6-{5-methyl-2-[(oxacyclohex-4-yl)amino]pyrimidin-4-yl}-1-oxo-2,3-dihydro-1H-isoindol-2-yl)acetamide